C(C)(C)(C)OC1=NC=C(C(=N1)OC(C)(C)C)C=1C=C2C(=NN1)N(N=C2O[C@@H](C(F)F)C2=NC=CC(=C2)OC(C(F)(F)F)([2H])[2H])C 5-(2,4-ditert-butoxypyrimidin-5-yl)-3-[(1R)-1-[4-(1,1-dideuterio-2,2,2-trifluoro-ethoxy)-2-pyridyl]-2,2-difluoro-ethoxy]-1-methyl-pyrazolo[3,4-c]pyridazine